ethyl 4-cyclopropyl-3-oxobutanoate C1(CC1)CC(CC(=O)OCC)=O